IC1=CC=C(C=C1)C(CC(=O)OC)C[N+](=O)[O-] methyl 3-(4-iodophenyl)-4-nitrobutyrate